5-phenyloxymethyl-bicyclo[2.2.1]hept-2-ene C1(=CC=CC=C1)OCC1C2C=CC(C1)C2